CC=1C(C2=CC=CC(=C2C1)C1=CC=C(C=C1)C(C)(C)C)[Zr] 2-methyl-4-(4-tertbutylphenyl)indenyl-zirconium